2-[[1-(3-fluorophenyl)cyclohexyl]amino]-N-hydroxy-5-pyrimidinecarboxamide FC=1C=C(C=CC1)C1(CCCCC1)NC1=NC=C(C=N1)C(=O)NO